ClC1=C(C(=C(OC=2N=NC(=C(C2C(=O)NC2=CC(=CC=C2)S(=O)(=N)C)C)C(F)(F)F)C=C1)C)F 3-(4-chloro-3-fluoro-2-methyl-phenoxy)-5-methyl-N-[3-(methylsulfonimidoyl)phenyl]-6-(trifluoromethyl)pyridazine-4-carboxamide